2-iodo-N-(1-naphthyl)benzamide IC1=C(C(=O)NC2=CC=CC3=CC=CC=C23)C=CC=C1